S1C(=CC=C1)C(=O)C=1OC2=C(C1NC(C)=O)C=CC=C2 N-(2-(thiophene-2-carbonyl)benzofuran-3-yl)acetamide